ClC=1C=C(C=CC1)[C@H](C=1C=C(OC1)C(=O)C=1C=NC=NC1)O 5-{4-[(R)-(3-chlorophenyl)(hydroxy)methyl]-2-furoyl}pyrimidin